C(CC)OC(\C=C\C1=CC(OC)=C(O)C=C1)=O Ferulic acid propyl ester